5-(1-Cyclohexenyl)thieno[2,3-d]pyrimidin C1(=CCCCC1)C1=CSC=2N=CN=CC21